ClC1=C(C=C(C=C1C1=NN(C=N1)C)NC(=O)N1C2CCC(CC1(C2)C=2OC(=NN2)C)C)F trans-N-(4-chloro-3-fluoro-5-(1-methyl-1H-1,2,4-triazol-3-yl)phenyl)-3-methyl-1-(5-methyl-1,3,4-oxadiazol-2-yl)-7-azabicyclo[4.1.1]octane-7-carboxamide